The molecule is a fatty acyl-CoA(4-) arising from deprotonation of the phosphate and diphosphate OH groups of (R)-2-hydroxybutanoyl-CoA; major species at pH 7.3. It is a conjugate acid of a (R)-2-hydroxybutanoyl-CoA. CC[C@H](C(=O)SCCNC(=O)CCNC(=O)[C@@H](C(C)(C)COP(=O)([O-])OP(=O)([O-])OC[C@@H]1[C@H]([C@H]([C@@H](O1)N2C=NC3=C(N=CN=C32)N)O)OP(=O)([O-])[O-])O)O